(2-(((3S,4R)-3-methyltetrahydro-2H-pyran-4-yl)amino)-8-((2,4,6-trichlorophenyl)amino)-9H-purin-9-yl)cyclohexane-1-carboxylic acid C[C@@H]1COCC[C@H]1NC1=NC=C2N=C(N(C2=N1)C1(CCCCC1)C(=O)O)NC1=C(C=C(C=C1Cl)Cl)Cl